tert-butyl 2-(2-(3-(3-((4-methyl-4H-1,2,4-triazol-3-yl)methyl)oxetan-3-yl)phenyl)-3-oxo-7-(trifluoromethyl)isoindolin-5-yl)pyrrolidine-1-carboxylate CN1C(=NN=C1)CC1(COC1)C=1C=C(C=CC1)N1CC2=C(C=C(C=C2C1=O)C1N(CCC1)C(=O)OC(C)(C)C)C(F)(F)F